FC(COC1=NC=CN=C1F)F 2-(2,2-difluoroethoxy)-3-fluoropyrazine